COC(N([C@H]1[C@H](NCCC1)COCC1=CC=CC=C1)CC1=CC=CC=C1)=O benzyl-((2S,3R)-2-((benzyloxy)methyl)piperidin-3-yl)carbamic acid methyl ester